C(#N)C1=C(C=C(C(=O)NC2=CC=C(C=C2)CN2N=C(C(=C2CC)CC2=NN=NN2C(C2=CC=CC=C2)(C2=CC=CC=C2)C2=CC=CC=C2)CC)C=C1)CC#N 4-Cyano-3-(cyanomethyl)-N-(4-((3,5-diethyl-4-((1-trityl-1H-tetrazol-5-yl)methyl)-1H-pyrazol-1-yl)methyl)phenyl)benzamide